C(C)(C)(C)[Se]C(C)(C)C Di-tert-butylselenid